ClC=1C=C(C=CC1)N1CCN(CC1)C(CNC(=O)[C@H]1N(C[C@@H](C1)O)C([C@H](C(C)(C)C)N1N=NC(=C1)C1CC1)=O)=O (2S,4R)-N-[2-[4-(3-chlorophenyl)piperazin-1-yl]-2-oxo-ethyl]-1-[(2S)-2-(4-cyclopropyltriazol-1-yl)-3,3-dimethyl-butanoyl]-4-hydroxy-pyrrolidine-2-carboxamide